C(=O)C=1C(=NC(=NC1)SC)NCCOCCOCCNC(OC(C)(C)C)=O tert-Butyl (2-(2-(2-((5-formyl-2-(methylthio)pyrimidin-4-yl)amino)ethoxy)ethoxy)ethyl)carbamate